C1(CC=CC2=CC=CC=C12)O 1H-Naphthol